(4-(4-bromo-1-methyl-1H-imidazol-2-yl)benzyl)-2-(2-isopropylphenyl)-7-methyl-7,9-dihydro-8H-purin-8-one BrC=1N=C(N(C1)C)C1=CC=C(CN2C3=NC(=NC=C3N(C2=O)C)C2=C(C=CC=C2)C(C)C)C=C1